FC(OC=1C=C(OC=2C=CN(CN2)N)C=CC1)(F)F 6-[3-(trifluoromethoxy)phenoxy]pyrimidin-3-amine